4-{5,7-dihydroxy-4-oxo-8-[2-hydroxy-5-(5,7-dihydroxy-4-oxo-4H-chromen-2-yl)phenyl]-4H-chromen-2-yl}phenolate OC1=C2C(C=C(OC2=C(C(=C1)O)C1=C(C=CC(=C1)C=1OC2=CC(=CC(=C2C(C1)=O)O)O)O)C1=CC=C(C=C1)[O-])=O